3-[(1S)-1-(benzenesulfonyl)ethyl]-4-[(2-bromophenyl)methyl]oxazolidin-2-one tert-butyl-N-amino-N-[[(3S)-2-oxo-3-piperidyl]methyl]carbamate C(C)(C)(C)OC(N(C[C@H]1C(NCCC1)=O)N)=O.C1(=CC=CC=C1)S(=O)(=O)[C@@H](C)N1C(OCC1CC1=C(C=CC=C1)Br)=O